C(C(C)(C)C)NC=1SC=C(N1)C1=CC=CC=C1 N-neopentylphenylthiazol-2-amine